O[C@H](COC=1C=C(C=CC1)S(=O)(=O)NC)CNC1COC2(C1)CCN(CC2)S(=O)(=O)C2=CC(=CC=C2)CO 3-((2S)-2-hydroxy-3-(8-(3-(hydroxymethyl)phenylsulfonyl)-1-oxa-8-azaspiro[4.5]decan-3-ylamino)propoxy)-N-methylbenzenesulfonamide